(e)-1-(3-(5-(1-acetylpiperidin-4-yl)thiophene-2-carbonyl)-3,6-diazabicyclo[3.1.1]heptan-6-yl)-4-(dimethylamino)but-2-en-1-one C(C)(=O)N1CCC(CC1)C1=CC=C(S1)C(=O)N1CC2N(C(C1)C2)C(\C=C\CN(C)C)=O